O1C(=CC=C1)C=1C=CC=2N(C1)C(=CN2)C2=NC(=NC=C2)NC=2C=NC(=CC2)N2CCN(CC2)S(=O)(=O)C 4-(6-(Furan-2-yl)imidazo[1,2-a]pyridin-3-yl)-N-(6-(4-(methylsulfonyl)piperazin-1-yl)pyridin-3-yl)pyrimidin-2-amine